OCC([C@@H](C(=O)N1[C@@H]([C@H]2C([C@H]2C1)(C)C)C(=O)OC)NC(=O)[C@H]1COCC1)(C)C methyl (1R,2S,5S)-3-[(2S)-4-hydroxy-3,3-dimethyl-2-[[(3R)-tetrahydrofuran-3-carbonyl] amino]butanoyl]-6,6-dimethyl-3-azabicyclo[3.1.0]hexane-2-carboxylate